ClC(CO)(C(F)(F)F)Cl 2,2-dichloro-3,3,3-trifluoropropanol